C(CCCCCCCC)N nonanylamine